(4Z)-1-bromo-4-decene BrCCC\C=C/CCCCC